4-(5-ethynyl-1H-benzo[d]imidazol-2-yl)morpholine C(#C)C1=CC2=C(NC(=N2)N2CCOCC2)C=C1